NC1=NN2C(C=C(C=C2)C=2C(=C(C(=O)NCC([C@H](O)C3=CC=C(C=C3)Cl)(F)F)C(=CC2)Cl)F)=N1 |r| racemic-3-(2-amino-[1,2,4]triazolo[1,5-a]pyridin-7-yl)-6-chloro-N-(3-(4-chlorophenyl)-2,2-difluoro-3-hydroxypropyl)-2-fluorobenzamide